(R)-N-(2,4-dimethoxybenzyl)-9-fluoro-8-methoxy-2-(pyrrolidin-3-yl)-[1,2,4]triazolo[1,5-c]quinazolin-5-amine COC1=C(CNC2=NC=3C=C(C(=CC3C=3N2N=C(N3)[C@H]3CNCC3)F)OC)C=CC(=C1)OC